(E)-(3,4-dimethylphenyl)-1-(p-tolyl)toluidine CC=1C=C(C=CC1C)NC1(C(C=CC=C1)C)C1=CC=C(C=C1)C